(NE,R)-N-[4-[7,8-difluoro-1-oxo-6-[5-(trifluoromethyl)pyrimidin-2-yl]-2-isoquinolyl]butylidene]-2-methyl-propane-2-sulfinamide FC1=C(C=C2C=CN(C(C2=C1F)=O)CCC\C=N\[S@](=O)C(C)(C)C)C1=NC=C(C=N1)C(F)(F)F